C(C=C)(=O)N1[C@H](CN(CC1)C1=NC(=NC=2CC(CCC12)N1CCCC2=CC(=CC=C12)C(=O)OC)OCCN1CCOCC1)CC#N Methyl 1-(4-((S)-4-acryloyl-3-(cyanomethyl)piperazin-1-yl)-2-(2-morpholinoethoxy)-5,6,7,8-tetrahydroquinazolin-7-yl)-1,2,3,4-tetrahydroquinoline-6-carboxylate